COC1=CC=C(C=C1)N(C2=CC=C(C=C2)OC)C3=CC4=C(C=C3)C5=C(C46C7=C(C=CC(=C7)N(C8=CC=C(C=C8)OC)C9=CC=C(C=C9)OC)C1=C6C=C(C=C1)N(C1=CC=C(C=C1)OC)C1=CC=C(C=C1)OC)C=C(C=C5)N(C1=CC=C(C=C1)OC)C1=CC=C(C=C1)OC 2,2',7,7'-Tetrakis[N,N-di(4-methoxyphenyl)amino]-9,9'-spirobifluorene